(S)-quinuclidin-3-yl-(6-bromo-1,2,3,4-tetrahydronaphthalen-1-yl) carbamate C(N)(O[C@@]1(CCCC2=CC(=CC=C12)Br)C1CN2CCC1CC2)=O